triallyl aconitate C(C=C(C(=O)OCC=C)CC(=O)OCC=C)(=O)OCC=C